(S)-2-(N-hydroxycarbamimidoyl)pyrrolidine-1-carboxylic acid tert-butyl ester C(C)(C)(C)OC(=O)N1[C@@H](CCC1)C(NO)=N